4-[[1-[4-(azidomethyl)phenyl]-3-(difluoromethyl)pyrazol-4-yl]carbamoyl]oxazol N(=[N+]=[N-])CC1=CC=C(C=C1)N1N=C(C(=C1)NC(=O)C=1N=COC1)C(F)F